(4R)-4-benzyl-3-(2-{4-[(2-methylpentyl)oxy]phenyl}acetyl)-1,3-oxazolidin-2-one C(C1=CC=CC=C1)[C@H]1N(C(OC1)=O)C(CC1=CC=C(C=C1)OCC(CCC)C)=O